(R)-N-(5-(2-aminoethyl)-8,9-difluoro-6-oxo-1,4,5,6-tetrahydro-2H-pyrano[3,4-c]isoquinolin-1-yl)-5,6-difluoro-N-methyl-1H-indole-2-carboxamide NCCN1C(C=2C=C(C(=CC2C2=C1COC[C@@H]2N(C(=O)C=2NC1=CC(=C(C=C1C2)F)F)C)F)F)=O